C(C)(C)(C)OC(=O)N1C(=C(C2=CC(=CC=C12)C1CCC(CC1)C#N)C(C)C)C1=CC(=NC(=C1)C)C 5-(4-cyanocyclohexyl)-2-(2,6-dimethylpyridin-4-yl)-3-isopropyl-1H-indole-1-carboxylic acid tert-butyl ester